OCCN1CCN(CC1)C1=CC(=NC=2N1N=C(C2C2=CC=CC=C2)C)C=2C=C(C=CC2)CCCCCCCN2C(CCCC2)=O 1-(7-(3-(7-(4-(2-hydroxyethyl)piperazin-1-yl)-2-methyl-3-phenylpyrazolo-[1,5-a]pyrimidin-5-yl)phenyl)heptyl)piperidin-2-one